tert-butyl 4-(3-((1-(2-(2-((tert-butyldimethylsilyl)-oxy) ethoxy)-4-chlorophenyl)-2-ethoxy-2-oxoethyl) amino)-5-methoxyphenoxy)-butyrate [Si](C)(C)(C(C)(C)C)OCCOC1=C(C=CC(=C1)Cl)C(C(=O)OCC)NC=1C=C(OCCCC(=O)OC(C)(C)C)C=C(C1)OC